CC=1SC(=C(N1)C)C(=O)N1CC(C=CC1)C 1-(2,4-dimethylthiazole-5-carbonyl)-3-methyl-1,2,3,6-tetrahydropyridin